CC(C#N)(C)C=1OC(=NN1)C1=CC2=C(C(C[C@@H](C(N2CC2=CC=C(C=C2)OC2=CC=CC=C2)=O)N)(F)F)C=C1F 2-methyl-2-[5-[(3S)-3-amino-5,5,7-trifluoro-2-oxo-1-[(4-phenoxyphenyl)methyl]-3,4-dihydro-1-benzazepin-8-yl]-1,3,4-oxadiazol-2-yl]propanenitrile